1,4-bis(diaminohexyl)cyclohexane NC(CCCCCC1CCC(CC1)CCCCCC(N)N)N